ClC=1C(=CC2=C(C(C[C@@H](O2)C(=O)NC23CC(C2)(C3)N3C=NC(=C3)C3CC(C3)OC(F)(F)F)=O)C1)F (2R)-6-chloro-7-fluoro-4-oxo-N-(3-{4-[(1s,3S)-3-(trifluoromethoxy)cyclobutyl]-1H-imidazol-1-yl}bicyclo[1.1.1]pentan-1-yl)-3,4-dihydro-2H-1-benzopyran-2-carboxamide